8-(1-(1-Benzylpiperidin-4-yl)-1H-pyrazol-4-yl)quinoline C(C1=CC=CC=C1)N1CCC(CC1)N1N=CC(=C1)C=1C=CC=C2C=CC=NC12